O(C1=CC=CC=C1)C1=CC=C(C=C1)C1=NN(C2=NC=NC=C21)[C@H]2CN(CCC2)C(=O)OC(C)(C)C tert-Butyl (3R)-3-[3-(4-phenoxyphenyl)pyrazolo[3,4-d]pyrimidin-1-yl]piperidine-1-carboxylate